ClC=1C=NC(=C(C(=O)NC2CCC(CC2)CN2C(C(C3=CC=CC=C23)(O)C2=CC(=CC=C2)F)=O)C1)C(F)F 5-chloro-2-(difluoromethyl)-N-((1r,4r)-4-((3-(3-fluorophenyl)-3-hydroxy-2-oxoindolin-1-yl)methyl)cyclohexyl)nicotinamide